(R)-2-((5-bromo-2-((1-(2-phthalimidoethanesulfonyl)piperidin-3-yl)amino)pyrimidin-4-yl)amino)-6-fluorobenzamide BrC=1C(=NC(=NC1)N[C@H]1CN(CCC1)S(=O)(=O)CCN1C(C=2C(C1=O)=CC=CC2)=O)NC2=C(C(=O)N)C(=CC=C2)F